ClC1=CC(=CS1)C(=O)OC Methyl 5-chlorothiophene-3-carboxylate